5-hydroxy-2,2-dimethyl-2H-chromene-6-formaldehyde OC1=C2C=CC(OC2=CC=C1C=O)(C)C